ClC1=C(C=CC=C1)C1=C(C(=CC=C1)NC(CNC1CC1)=O)F N-(2'-chloro-2-fluoro-[1,1'-biphenyl]-3-yl)-2-(cyclopropylamino)acetamide